1-(1-(4-Fluorophenyl)-2,5-dimethyl-1H-pyrrol-3-yl)-2-(4-hydroxypiperidin-1-yl)ethanone tert-butyl-(1-(4-(cyclopropanesulfonamido)pyridin-2-yl)-2-methoxyethyl)carbamate C(C)(C)(C)N(C(O)=O)C(COC)C1=NC=CC(=C1)NS(=O)(=O)C1CC1.FC1=CC=C(C=C1)N1C(=C(C=C1C)C(CN1CCC(CC1)O)=O)C